C(OC1CCCC1)(=S)SC O-cyclopentyl S-methyl Carbonodithioate